COC=1N=CC(=NC1)NC1=NC(=NN2C1=C(C(=C2)C2=NN(C=C2)C)C)C=2N(C=CN2)C N-(5-Methoxypyrazin-2-yl)-5-methyl-2-(1-methyl-1H-imidazol-2-yl)-6-(1-methyl-1H-pyrazol-3-yl)pyrrolo[2,1-f][1,2,4]triazin-4-amine